N1=CC=C(C=C1)OC1CCN(CC1)C(=O)OC(C)(C)C tert-butyl 4-(4-pyridyloxy)piperidine-1-carboxylate